Cl.O1CCN(CC1)C(CCC(=O)N)=O 4-morpholino-4-oxobutanamide hydrochloride